7-methyl-1H-indol CC=1C=CC=C2C=CNC12